ClC1=CC=C(C(=C1C1CC(=NO1)C=1N=C(SC1)C1CCN(CC1)C(COC1=NC=C(C=N1)C(F)(F)F)=O)F)F 1-(4-(4-(5-(6-chloro-2,3-difluorophenyl)-4,5-dihydroisoxazol-3-yl)thiazol-2-yl)piperidin-1-yl)-2-((5-(trifluoromethyl)pyrimidin-2-yl)oxy)ethan-1-one